C(C)(C)OC(CCNC=1N=[N+](C2=C([N+]1[O-])C=CC(=C2)C2=CC=C(C=C2)N2C(C=CC(=C2)C)=O)[O-])=O 3-((3-isopropoxy-3-oxopropyl)amino)-7-(4-(5-methyl-2-oxopyridin-1(2H)-yl)phenyl)benzo[e][1,2,4]triazine 1,4-dioxide